NC(C(=O)O)(CCCCCCC)N Diaminononanic Acid